C(C)OC(=O)C=1C(=NN2C1N=CC=C2)C2=CC=CC=C2 2-Phenylpyrazolo[1,5-a]pyrimidine-3-carboxylic acid ethyl ester